C(C)(C)(C)C1=CC(=NC(=C1)C(NC#N)=N)C1=NC=CC(=C1)C(C)(C)C 4,4'-di-tert-butyl-N-cyano-[2,2'-bipyridine]-6-carboximidamide